BrCC(=O)NC1=C(C=C(C=C1)S(F)(F)(F)(F)F)C 2-bromo-N-(2-methyl-4-(pentafluoro-λ6-sulfaneyl)phenyl)acetamide